1,5-diamino-3-nitroazapentane NNCC(CCN)[N+](=O)[O-]